FC(C1(CC1)N1N=NC(=C1)[C@H](C1=C2C=CC=NC2=CC=C1)NC=1C=C2C(=C(C=NC2=C(C1)C#N)C#N)NCC(C(F)(F)F)(C)C)F (S)-6-(((1-(1-(difluoromethyl)cyclopropyl)-1H-1,2,3-triazol-4-yl)(quinolin-5-yl)methyl)amino)-4-((3,3,3-trifluoro-2,2-dimethylpropyl)amino)quinoline-3,8-dicarbonitrile